1-butyl-1-methylpyrrolidinium tris(pentafluoroethyl)triphosphate FC(C(F)(F)F)(F)OP(OC(C(F)(F)F)(F)F)(=O)OP(=O)(OC(C(F)(F)F)(F)F)OP(=O)([O-])[O-].C(CCC)[N+]1(CCCC1)C.C(CCC)[N+]1(CCCC1)C